O.[Fe].[V] vanadium iron water